CC1=C(C=C(S1)C(=O)OC)B1OC(C(O1)(C)C)(C)C methyl 5-methyl-4-(4,4,5,5-tetramethyl-1,3,2-dioxaborolan-2-yl)thiophene-2-carboxylate